2-(3,5-Difluorobenzyl)-6-(2,6-dichloro-4-nitrophenoxy)-3,4-dihydroisoquinolin-1(2H)-one FC=1C=C(CN2C(C3=CC=C(C=C3CC2)OC2=C(C=C(C=C2Cl)[N+](=O)[O-])Cl)=O)C=C(C1)F